C(C)(C)(C)OC(=O)N(C=1C=C(N=NC1Cl)C(=O)[O-])CC1=CC=C(C=C1)OC 5-((tert-butoxycarbonyl) (4-methoxybenzyl) amino)-6-chloropyridazin-3-carboxylate